C1(CCCCC1)COCC1CCC(CC1)C(C)C 1-((cyclohexylmethoxy)methyl)-4-isopropylcyclohexane